(2S,5R)-7-Oxo-2-(N-(2-(pyrrolidin-1-yl) ethyl) carbamimidoyl)-1,6-diazabicyclo[3.2.1]octan-6-yl hydrogen sulfate S(=O)(=O)(ON1[C@@H]2CC[C@H](N(C1=O)C2)C(NCCN2CCCC2)=N)O